N-({5-fluoro-6-[(2-methyl-2H-1,2,3-triazol-4-yl)methoxy]-2-indolyl}methyl)-1-pyrrolidinecarboxamide FC=1C=C2C=C(NC2=CC1OCC1=NN(N=C1)C)CNC(=O)N1CCCC1